C(C)C1=NOC(=N1)C=1C(=NC(=NC1)NC1=CC2=C(C=N1)C=NN2C(C)C)N[C@H](CO)C2=CC=CC=C2 (S)-2-((5-(3-ethyl-1,2,4-oxadiazol-5-yl)-2-((1-isopropyl-1H-pyrazolo[4,3-c]pyridin-6-yl)amino)pyrimidin-4-yl)amino)-2-phenylethan-1-ol